C1CCCC12CCC(CC2)CC(=O)O 2-(spiro[4.5]decan-8-yl)acetic acid